3-(5-(1,3,4-oxadiazol-2-yl)pyridin-3-yl)-5-fluorophenyl benzylcarbamate C(C1=CC=CC=C1)NC(OC1=CC(=CC(=C1)F)C=1C=NC=C(C1)C=1OC=NN1)=O